FC=1C=C(C=C(C1)F)NC1=NC(=NC(=N1)NC(C)C)C1=NC=CC=C1F (3,5-Difluoro-phenyl)-6-(3-fluoro-pyridin-2-yl)-N'-isopropyl-[1,3,5]triazine-2,4-diamine